BrC1=C(C=C(C=O)C=C1F)F 4-bromo-3,5-difluoro-benzaldehyde